cyclohexylethyl (2,2,2-trifluoroethyl)phosphonate FC(CP(OCCC1CCCCC1)([O-])=O)(F)F